2-(tert-butoxycarbonyl)-6-thia-2-azaspiro[3.4]octane-8-carboxylic acid C(C)(C)(C)OC(=O)N1CC2(C1)CSCC2C(=O)O